(3R,4R)-4-(((4-(6-amino-1H-indol-3-yl)-5-(trifluoromethyl)pyrimidin-2-yl)amino)methyl)-3-Hydroxypiperidine-1-carboxylic acid tert-butyl ester C(C)(C)(C)OC(=O)N1C[C@@H]([C@H](CC1)CNC1=NC=C(C(=N1)C1=CNC2=CC(=CC=C12)N)C(F)(F)F)O